OC=1C=C(C=CC1)C(C1=C(C=CC=C1)O)C1=CC(=CC=C1)O bis(3-hydroxyphenyl)-2-hydroxyphenyl-methane